1-methyldiethoxysilyl-6-bis(4-methylpiperazin-1-yl)methylsilyl-hexane C[Si](CCCCCC[SiH2]C(N1CCN(CC1)C)N1CCN(CC1)C)(OCC)OCC